FC=1C=C2/C(/C(NC2=CC1)=O)=C/C1=C(C=CC=C1)OC (Z)-5-fluoro-3-(2-methoxybenzylidene)indolin-2-one